4-fluoro-1-methyl-N-(6-(1-methyl-1H-imidazol-5-yl)isoquinolin-3-yl)piperidine-4-carboxamide FC1(CCN(CC1)C)C(=O)NC=1N=CC2=CC=C(C=C2C1)C1=CN=CN1C